4-fluoro-3-nitrophenylacetate FC1=C(C=C(C=C1)CC(=O)[O-])[N+](=O)[O-]